[[1,1'-biphenyl]-4-yl]-9H,9'H-3,3'-bicarbazole C1(=CC=C(C=C1)C1=CC(=CC=2C3=CC=CC=C3NC12)C=1C=CC=2NC3=CC=CC=C3C2C1)C1=CC=CC=C1